2-hydroxybutyl acrylate (2-hydroxy butyl acrylate) OC(CC(C(=O)O)=C)CC.C(C=C)(=O)OCC(CC)O